1-methyl-4-fluoro-1H-imidazole CN1C=NC(=C1)F